tert-butyl 4-(3-(3-chloro-4-(morpholine-4-carbonyl)phenylamino)azetidin-1-yl)piperidine-1-carboxylate ClC=1C=C(C=CC1C(=O)N1CCOCC1)NC1CN(C1)C1CCN(CC1)C(=O)OC(C)(C)C